C1(CCC(N1[NH+]=C(O)N)=O)=O succinimidyl-uronium